2-(5-(6-chloro-7-fluoro-5-methoxy-1-methyl-3-(1H-pyrazol-4-yl)-1H-indol-2-yl)-4H-1,2,4-triazol-3-yl)-2,2-difluoroethan-1-ol ClC1=C(C=C2C(=C(N(C2=C1F)C)C=1NC(=NN1)C(CO)(F)F)C=1C=NNC1)OC